[Pd](Cl)Cl.C1(=CC=CC=C1)P([C-]1C=CC=C1)C1=CC=CC=C1.[C-]1(C=CC=C1)P(C1=CC=CC=C1)C1=CC=CC=C1.[Fe+2] 1,1'-bis(diphenyl-phosphino)ferrocene palladium dichloride